(E)-3-(furan-2-yl)-1-(N-methyl-pyrrole-2-yl)prop-2-ene-1-one O1C(=CC=C1)/C=C/C(=O)C=1N(C=CC1)C